C(C)(C)(C)OCC[C@@H](CC)C=O (2R,3R)-3-(t-butyloxy)ethyl-4-butanone